ClC=1C(=NC(=NC1)NC1CCN(CC1)S(=O)(=O)C)C1=CN=C(S1)CN(C)C 5-chloro-4-(2-((dimethylamino)methyl)thiazol-5-yl)-N-(1-(methylsulfonyl)piperidin-4-yl)pyrimidin-2-amine